5-(2-chloropropanoyl)-7-fluoro-2,3-dihydro-1H-indol-2-one ClC(C(=O)C=1C=C2CC(NC2=C(C1)F)=O)C